4-octyloxyphenyl-boric acid C(CCCCCCC)OC1=CC=C(C=C1)OB(O)O